ClC1=CC(=C(COC2=CC=CC(=N2)N2N=C3C(=C2)CN(C3)CC3=NC2=C(N3CC3(COC3)OC)C=C(C=C2)C(=O)O)C=C1)F 2-((2-(6-((4-chloro-2-fluorobenzyl)oxy)pyridin-2-yl)-2,6-dihydropyrrolo[3,4-c]pyrazol-5(4H)-yl)methyl)-1-((3-methoxyoxetan-3-yl)methyl)-1H-benzo[d]imidazole-6-carboxylic acid